tert-butyl (3-((4-(3-(3,3-dimethylbutanamido)propoxy)-6-((4-hydroxybutyl)amino)-1,3,5-triazin-2-yl)oxy)propyl)carbamate CC(CC(=O)NCCCOC1=NC(=NC(=N1)NCCCCO)OCCCNC(OC(C)(C)C)=O)(C)C